(3R,4S)-4-(5-bromo-6-methoxy-2H-indazol-2-yl)-N,3-dimethylcyclohexan-1-amine BrC1=CC2=CN(N=C2C=C1OC)[C@@H]1[C@@H](CC(CC1)NC)C